4,4,4-trifluorobutane FC(CCC)(F)F